C(#N)C=1C=CC2=C(CN(CC(O2)(C)C)CC=2C=C(C=CC2C)[C@H](CC(=O)O)C2=C(C3=C(N(N=N3)C)C=C2)C)C1 |o1:22| rel-(S)-3-(3-((7-Cyano-2,2-dimethyl-2,3-dihydrobenzo[f][1,4]oxazepin-4(5H)-yl)methyl)-4-methylphenyl)-3-(1,4-dimethyl-1H-benzo[d][1,2,3]triazol-5-yl)propanoic acid